N=1N(N=NC1)[C@H](C)[C@@H]1[C@H](NC1=O)[C@H](C(C(C(=O)OCC1=CC=C(C=C1)[N+](=O)[O-])=[N+]=[N-])=O)C 4-nitrobenzyl (R)-4-((2R,3S)-3-((R)-1-(2H-tetrazol-2-yl) ethyl)-4-oxoazetidin-2-yl)-2-diazo-3-oxopentanoate